2-(3-(4-(((tert-butoxycarbonyl)(2-phenylcyclopropyl)amino)methyl)piperidin-1-yl)propyl)oxazole-4-carboxylic Acid C(C)(C)(C)OC(=O)N(C1C(C1)C1=CC=CC=C1)CC1CCN(CC1)CCCC=1OC=C(N1)C(=O)O